COC(=O)C1=CC2=C(OC3(CC3)C(N2)=O)C=C1[N+](=O)[O-] 7-Nitro-3-oxo-3,4-dihydrospiro[benzo[b][1,4]oxazine-2,1'-cyclopropane]-6-carboxylic acid methyl ester